BrC=1C=CC(=C(C1)C1=CC(=C(C=C1)Cl)NC[C@@H]([C@H](C(F)(F)F)C)C1=CC=C(C=C1)Cl)CC(=O)O 2-(5-bromo-4'-chloro-3'-((2S,3R)-2-(4-chlorophenyl)-4,4,4-trifluoro-3-methylbutanylamino)-[1,1'-biphenyl]-2-yl)acetic acid